N-sec-butylmorpholin C(C)(CC)N1CCOCC1